C(CCCC(=O)[O-])(=O)OCCC (S)-n-propyl glutarate